(R)-1-(5-(5-(1-(3,5-dichloropyridin-4-yl)ethoxy)-1H-indazol-3-yl)-3-fluoropyridin-2-yl)-3-methyl-N-(2-(pyrrolidin-1-yl)ethyl)azetidin-3-amine ClC=1C=NC=C(C1[C@@H](C)OC=1C=C2C(=NNC2=CC1)C=1C=C(C(=NC1)N1CC(C1)(NCCN1CCCC1)C)F)Cl